4-methyl-6,8-dioxo-3,4,6,8,12,12a-hexahydro-2H-pyrido[1',2':4,5]pyrazino[2,1-b][1,3]oxazin-7-olate CC1N2C(OCC1)CN1C(C2=O)=C(C(C=C1)=O)[O-]